CCC(CC)NC(=O)C1=NNC(=C1)C=1C=C(C=CC1)C=1OC(=CN1)C(=O)NC1=CC(=CC=C1)C(F)(F)F 2-(3-(3-(pentane-3-ylcarbamoyl)-1H-pyrazol-5-yl)phenyl)-N-(3-(trifluoromethyl)phenyl)oxazole-5-carboxamide